4-(6-(6-(isopropyl(methyl)amino)-4-((methylamino)methyl)-1-oxo-1,3-dihydro-2H-pyrrolo[3,4-c]pyridin-2-yl)pyridin-2-yl)-6-oxa-4-azaspiro[2.4]heptan-5-one C(C)(C)N(C1=CC2=C(C(=N1)CNC)CN(C2=O)C2=CC=CC(=N2)N2C1(CC1)COC2=O)C